Tetraethylenglycol dimethyl ether COCCOCCOCCOCCOC